(2S,4S)-4-(methylsulfonyloxy)pyrrolidine-1,2-dicarboxylic acid 1-tert-butyl ester 2-methyl ester COC(=O)[C@H]1N(C[C@H](C1)OS(=O)(=O)C)C(=O)OC(C)(C)C